tert-Butyl 4-(3-chloro-4-hydroxy-phenyl)piperazine-1-carboxylate ClC=1C=C(C=CC1O)N1CCN(CC1)C(=O)OC(C)(C)C